methyl 5-(5-{2-[1-(2-amino-5-bromo-1,3-benzodiazol-1-yl)-3-azabicyclo[3.2.1]octan-3-yl] ethoxy}-1-methylpyrazol-4-yl)-1-methyl-6-oxopyridine-3-carboxylate NC1=NC2=C(N1C13CN(CC(CC1)C3)CCOC3=C(C=NN3C)C3=CC(=CN(C3=O)C)C(=O)OC)C=CC(=C2)Br